(2-(4-Cyanothiazolidin-3-yl)-2-oxoethyl)-6-(2,2-difluoroethoxy)quinoline-4-carboxamide C(#N)C1N(CSC1)C(CC1=NC2=CC=C(C=C2C(=C1)C(=O)N)OCC(F)F)=O